C(CCC)S(=O)C1=C(C=2C(=NC(=CC2C2=CC=CC=C2)C=2SC=CC2)S1)N (butylsulfinyl)-4-phenyl-6-(thiophen-2-yl)thieno[2,3-b]pyridin-3-amine